6-bromo-3-methyl-1-tetrahydropyran-2-yl-pyrazolo[4,3-b]pyridine BrC=1C=C2C(=NC1)C(=NN2C2OCCCC2)C